N1=CC=C(C=C1)CC1=CN=CN1 5-(pyridin-4-ylmethyl)-1H-imidazol